C(#N)C1=CC(=CC=2N=C(OC21)C=2C(=C(C=CC2)C2=C(C(=CC=C2)C=2OC1=C(N2)C=C(C(=C1)OC(F)F)CN1[C@@H](CCC1)C(=O)O)C)C)CN1CC(C1)N1CCOCC1 ((2-(3'-(7-cyano-5-((3-morpholinoazetidin-1-yl)methyl)benzo[d]oxazol-2-yl)-2,2'-dimethyl-[1,1'-biphenyl]-3-yl)-6-(difluoromethoxy)benzo[d]oxazol-5-yl)methyl)-L-proline